(S,E)-1-(3-Chloro-4-(2-(2-cyano-[1,1'-biphenyl]-3-yl)vinyl)benzyl)piperidine-2-Formic acid ClC=1C=C(CN2[C@@H](CCCC2)C(=O)O)C=CC1\C=C\C=1C(=C(C=CC1)C1=CC=CC=C1)C#N